C(=O)(OC(C)(C)C)N[C@@H](CCCCNC(=O)OCCBr)C(=O)O N-Boc-Nε-((2-bromoethoxy)carbonyl)-lysine